F[C@@H]1C[C@@]2(CCCN2C1)COC1=C2N=CN=C3C2=C(OCC2C4CCC(CN32)N4)N=C1C1=C4C=NNC4=CC=C1C ((2R,7aS)-2-fluorotetrahydro-1H-pyrrolizin-7a(5H)-ylmethoxy)-2-(5-methyl-1H-indazol-4-yl)-5a,6,7,8,9,10-hexahydro-5H-4-oxa-3,10a,11,13,14-pentaaza-6,9-methanonaphtho[1,8-ab]heptalene